5-amino-N-[2-(3-amino-4-methoxypyrrolidin-1-yl)-5,5-difluoro-5,6,7,8-tetrahydroquinolin-6-yl]-2-methylthieno[2,3-d]pyrimidine-6-carboxamide NC1=C(SC=2N=C(N=CC21)C)C(=O)NC2C(C=1C=CC(=NC1CC2)N2CC(C(C2)OC)N)(F)F